ClC1=NC=C(C(=N1)N1CC(C1)C(=O)N(C)C(C)(C)C1=CN=C2N1C=CC=C2)Cl 1-(2,5-dichloropyrimidin-4-yl)-N-(2-(imidazo[1,2-a]pyridin-3-yl)propan-2-yl)-N-methylazetidine-3-carboxamide